FS(C1=CC=C(C=C1)N[C@@H]1CC[C@H](CC1)S(=O)(=O)C1=CC=C(C=C1)C=1C=CC(=NC1)O)(F)(F)(F)F 5-(4-{[trans-4-{[4-(pentafluoro-λ6-sulfanyl)phenyl]Amino}cyclohexyl]sulfonyl}phenyl)pyridin-2-ol